P(=O)(=O)C1(OC2=C(C=3C=CC=CC3C=C2)C=2C(=CC=C3C=CC=CC23)O1)C1=CC=CC=2NC3=C(C=CC21)C=CC=C3 (S)-(+)-(3,5-dioxa-4-phosphocyclohepta[2,1-a:3,4-a']Dinaphthalen-4-yl)-5H-dibenzo[b,f]Azepine